CC1=CC=CC(=N1)C1=NC=CC(=N1)NC1=NC(=NC=C1)NC=1C=CC(=NC1)C(=O)OC[C@@H]1CNCC1 [(3S)-pyrrolidin-3-yl]methyl 5-[[4-[[2-(6-methyl-2-pyridyl)pyrimidin-4-yl]amino]pyrimidin-2-yl]amino]pyridine-2-carboxylate